N1C(CCNCC1)=O 1,5-diazacycloheptan-2-one